FC1=CC(=C(C=C1)C=1C2=C(C(=NC1C=1SC=3CNCCC3N1)C=1C=C3CCN(CC3=CC1)C(=O)OC(C)(C)C)C=CS2)OCCOC tert-butyl 6-[7-[4-fluoro-2-(2-methoxyethoxy)phenyl]-6-(4,5,6,7-tetrahydrothiazolo[5,4-c]pyridin-2-yl)thieno[3,2-c]pyridin-4-yl]-3,4-dihydro-1H-isoquinoline-2-carboxylate